Methyl (5-((3-fluoro-4-(4-methylpiperazin-1-yl)phenyl)thio)-1H-benzo[d]imidazol-2-yl)carbamate FC=1C=C(C=CC1N1CCN(CC1)C)SC1=CC2=C(NC(=N2)NC(OC)=O)C=C1